N1=CC=C(C=C1)CNC(NC1=CC=C(C=C1)NS(=O)(=O)CC1=CC=C(C=C1)C)=O N-(4-(3-(pyridin-4-ylmethyl)ureido)phenyl)-1-(p-tolyl)methanesulfonamide